C1(CCC1)CN[C@H]1CN(CCC1)C=1C=CC(=NC1)CNC(=O)C=1N=C2N(C(C1)=O)C=CC=C2 N-[[5-[(3R)-3-(cyclobutylmethylamino)-1-piperidyl]-2-pyridyl]methyl]-4-oxo-pyrido[1,2-a]pyrimidine-2-carboxamide